COC(=O)C1=CC=C2C(=N1)N(C(=N2)CN2C(C=C(C(=C2)C)B(O)O)=O)C[C@H]2OCC2 (S)-(1-((5-(methoxycarbonyl)-3-(oxetan-2-ylmethyl)-3H-imidazo[4,5-b]pyridin-2-yl)methyl)-5-methyl-2-oxo-1,2-dihydropyridin-4-yl)boronic acid